C(C)OC1=CC=C2C(NC(NC2=C1)=O)=O 7-ethoxyquinazoline-2,4(1H,3H)-dione